(3S,11aR)-N-[(2,4-Difluorophenyl)methyl]-6-hydroxy-3-methyl-5,7-dioxo-2,3,5,7,11,11a-hexahydro[1,3]oxazolo[3,2-a]pyrido[1,2-d]pyrazine-8-carboxamide FC1=C(C=CC(=C1)F)CNC(=O)C=1C(C(=C2N(C[C@@H]3N(C2=O)[C@H](CO3)C)C1)O)=O